tert-butyl N-[2-(dimethylamino)ethyl]-N-[3-(3-fluoro-4-triisopropylsilyloxy-phenyl)prop-2-ynyl]carbamate CN(CCN(C(OC(C)(C)C)=O)CC#CC1=CC(=C(C=C1)O[Si](C(C)C)(C(C)C)C(C)C)F)C